but-2-enylene diacrylate C(C=C)(=O)OCC=CCOC(C=C)=O